[(2R,3R,4S,5R)-3-benzoyloxy-5-[6-(cyclobutylamino)-2-(trifluoromethyl)purin-9-yl]-4-fluoro-tetrahydrofuran-2-yl]methyl benzoate C(C1=CC=CC=C1)(=O)OC[C@H]1O[C@H]([C@H]([C@@H]1OC(C1=CC=CC=C1)=O)F)N1C2=NC(=NC(=C2N=C1)NC1CCC1)C(F)(F)F